C(C)(C)(C)OC(=O)N1C[C@H]([C@@H](CC1)NC1=NN2C(C=N1)=C(C=C2C2=NC=CC=C2)F)O.CN2C(=NC=C2)N2CCNCC2 1-(1-methyl-1H-imidazol-2-yl)piperazine tert-butyl-(3R,4R)-4-{[5-fluoro-7-(pyridin-2-yl)pyrrolo[2,1-f][1,2,4]triazin-2-yl]amino}-3-hydroxypiperidine-1-carboxylate